FC(C1=CC=C(CCNC2=NC=C(C=N2)C(=O)NN)C=C1)(F)F 2-((4-(trifluoromethyl)phenethyl)amino)pyrimidine-5-carbohydrazide